(S)-5-chloro-N-(8-fluoro-5-methyl-4-oxo-2,3,4,5-tetrahydropyrido[3,2-b]-[1,4]oxazepin-3-yl)-4-phenylpyrimidine-2-carboxamide ClC=1C(=NC(=NC1)C(=O)N[C@@H]1C(N(C2=C(OC1)C=C(C=N2)F)C)=O)C2=CC=CC=C2